OCC1=CC=CC(=N1)C=1CCN(CC1)C(=O)OC(C)(C)C tert-butyl 6-(hydroxymethyl)-3',6'-dihydro-(2,4'-bipyridine)-1'(2'H)-carboxylate